2-(4-(6-fluoroquinolin-4-yl)cyclohexyl)-1-ethanol FC=1C=C2C(=CC=NC2=CC1)C1CCC(CC1)CCO